R-mandelic acid C([C@H](O)C1=CC=CC=C1)(=O)O